S(=O)(=O)(ON1[C@@H]2CC[C@H](N(C1=O)C2)C(NS(=O)(=O)CN)=N)O (2S,5R)-2-(N-((aminomethyl) sulfonyl) carbamimidoyl)-7-oxo-1,6-diazabicyclo[3.2.1]octan-6-yl hydrogen sulfate